C(C1=CC=CC=C1)OC1=C(C(=C(C(=O)OC2=C(C(=C(C(=O)O)C(=C2C)C)C)C)C(=C1)C)C)C 4-((4-(benzyloxy)-2,3,6-trimethylbenzoyl)oxy)-2,3,5,6-tetramethylbenzoic acid